3'-(cyclopropylmethyl)-4a',9'-dihydroxy-2',3',4',4a',5',6'-hexahydro-1'H,7a'H-spiro[cyclobutane-1,7'-[4,12]methanobenzofuro[3,2-e]isoquinolin]-2-one O-cyclohexyl oxime C1(CCCCC1)ON=C1CCC12C1C34CCN(C(C3(CC2)O)CC2=CC=C(C(=C24)O1)O)CC1CC1